C(C)(C)(C)OC(CC1=C(C=C(C=C1C(F)(F)F)F)C1CC1)=O 2-[2-cyclopropyl-4-fluoro-6-(trifluoromethyl)phenyl]acetic acid tert-butyl ester